C1(=CC=CC=C1)C(C(=O)O)=C α-phenyl-acrylic acid